OC[C@H](C)N1C=NC2=C(C1=O)C=C(N=C2C=2C(=NC=CC2)C)C=2C=NC(=CC2)C(F)(F)F (S)-3-(1-hydroxy-propan-2-yl)-8-(2-methylpyridin-3-yl)-6-(6-(trifluoromethyl)pyridin-3-yl)pyrido[3,4-d]pyrimidin-4(3H)-one